(S)-5-fluoro-3-((R)-5-isopropyl-3-(isoquinolin-1-yl)-4,5-dihydroisoOxazole-5-carboxamido)-4-oxopentanoic acid cyclopropylmethyl ester C1(CC1)COC(C[C@@H](C(CF)=O)NC(=O)[C@@]1(CC(=NO1)C1=NC=CC2=CC=CC=C12)C(C)C)=O